4-hydroxy-2-oxo-valeric acid OC(CC(C(=O)O)=O)C